C(C)(=O)O[C@H]1[C@@H](O[C@@H]([C@H]([C@@H]1OC(C)=O)OC(C)=O)C(=O)OC)OC1=C(C=C(C=C1)CO)N (2S,3R,4S,5S,6S)-2-(2-amino-4-(hydroxymethyl)phenoxy)-6-(methoxycarbonyl)tetrahydro-2H-pyran-3,4,5-triol triacetate